ClC1=NC(=NC(=C1)OC1CCC(CC1)C(F)(F)F)C 4-chloro-2-methyl-6-{[(1r,4r)-4-(trifluoromethyl)cyclohexyl]oxy}pyrimidine